N-cyclopropyl-N-[(3S)-1-[3-pyrimidin-4-yl-1-(2-trimethylsilylethoxymethyl)pyrrolo[2,3-b]pyridin-4-yl]-3-piperidinyl]carbamic acid tert-butyl ester C(C)(C)(C)OC(N([C@@H]1CN(CCC1)C1=C2C(=NC=C1)N(C=C2C2=NC=NC=C2)COCC[Si](C)(C)C)C2CC2)=O